1-[2-methyl-5-(trifluoromethyl)-1,3-oxazol-4-yl]methanamine CC=1OC(=C(N1)CN)C(F)(F)F